1-(3-fluoro-4-{imidazo[1,2-a]pyridin-6-yl}benzenesulfonyl)-N-[4-(pentafluoro-λ6-sulfanyl)phenyl]piperidin-4-amine FC=1C=C(C=CC1C=1C=CC=2N(C1)C=CN2)S(=O)(=O)N2CCC(CC2)NC2=CC=C(C=C2)S(F)(F)(F)(F)F